(2,2'-bipyridyl) nickel diiodide [Ni](I)I.N1=C(C=CC=C1)C1=NC=CC=C1